NC1(CCC1)C=1C=C(CN2C(NC(C3=C2C=CN3)=O)=C=S)C=CC1 1-(3-(1-Aminocyclobutyl)benzyl)-2-thiocarbonyl-1,2,3,5-tetrahydro-4H-pyrrolo[3,2-d]pyrimidin-4-one